COC1=NC=C(C2=C1N=C(S2)NC(=O)N2CC(CC2)(C)O)N2CCOCC2 3-Hydroxy-3-methyl-pyrrolidine-1-carboxylic acid (4-methoxy-7-morpholin-4-yl-thiazolo[4,5-c]pyridin-2-yl)-amide